2-(2,6-dioxopiperidin-3-yl)-6-(2-(9-(4-((3S,4R)-7-hydroxy-3-phenylchroman-4-yl)phenyl)-3,9-diazaspiro[5.5]undecan-3-yl)-2-oxoethyl)-6,7-dihydropyrrolo[3,4-f]isoindole-1,3(2H,5H)-dione O=C1NC(CCC1N1C(C2=CC=3CN(CC3C=C2C1=O)CC(=O)N1CCC2(CC1)CCN(CC2)C2=CC=C(C=C2)[C@H]2[C@H](COC1=CC(=CC=C21)O)C2=CC=CC=C2)=O)=O